C(OC(C)(CC)OOC(C)(C)CCCC)([O-])=O t-heptylperoxy-sec-butyl monocarbonate